1-cyclopropyl-pyridin C1(CC1)N1CC=CC=C1